N[C@@H]1CN(CCC1(F)F)C1=NC2=C(N1CC1=NC=C(C=C1)C#N)C=C(C=C2)C#N (R)-2-(3-amino-4,4-difluoropiperidin-1-yl)-1-((5-cyanopyridin-2-yl)methyl)-1H-benzo[d]imidazole-6-carbonitrile